OC1=CC=C2C3=C(C(OC2=C1)=O)C=C(C=C3)C(=O)NCCN3CCN(CC3)C 3-hydroxy-N-(2-(4-methylpiperazin-1-yl)ethyl)-6-oxo-6H-benzo[C]chromen-8-carboxamide